3'-O-(4,4'-dimethoxytrityl)deoxythymidine COC1=CC=C(C(C2=CC=C(C=C2)OC)(C2=CC=CC=C2)O[C@H]2C[C@@H](O[C@@H]2CO)N2C(=O)NC(=O)C(C)=C2)C=C1